NC1=CC(=C(C=C1)N1CCN(CC1)C(=O)OC(C)(C)C)S(=O)(=O)C tert-Butyl 4-(4-amino-2-(methylsulfonyl)phenyl)piperazine-1-carboxylate